Tribromoethyl alcohol BrC(CO)(Br)Br